2-benzyl-N-(8-fluoro-3-quinolyl)-2-methyl-hexanamide C(C1=CC=CC=C1)C(C(=O)NC=1C=NC2=C(C=CC=C2C1)F)(CCCC)C